3-cyclopropyl-1H-pyrazol-5-amine C1(CC1)C1=NNC(=C1)N